(R)-6-methylheptan CC(CCCCC)C